FC(OCCC1(CCCC1)N(C(=O)C=1C=NN2C1CN(CC2)C(=O)C=2NC1=CC=CC=C1C2)C)F N-{1-[2-(difluoromethoxy)ethyl]cyclopentyl}-5-(1H-indole-2-carbonyl)-N-methyl-4H,5H,6H,7H-pyrazolo[1,5-a]pyrazine-3-carboxamide